2-acryloxy-n-hexylthio-5-isopropylthio-1,3,4-thiadiazole C(C=C)(=O)OC(CSC=1SC(=NN1)SC(C)C)CCCC